monolithioamine [Li]N